N1CC(C1)CN1CCN(CC1)C1=CC=C(C=C1)[N+](=O)[O-] 1-(azetidin-3-ylmethyl)-4-(4-nitrophenyl)piperazine